[N+](=O)([O-])C=1C=CC2=C(C(=CC(O2)=O)NCC2=NC=CC=N2)C1 6-nitro-4-((pyrimidin-2-ylmethyl)amino)-2H-benzopyran-2-one